[N+](=[N-])=C(C(=O)[O-])C(C(C(C(C)C)O)C)=O 2-diazo-5-hydroxy-4,6-dimethyl-3-oxo-heptanoate